7-((5-Chloro-4-((2-(dimethylphosphoryl)phenyl)amino)pyrimid-2-yl)amino)-4-methyl-1H-indole-3-carbonitrile ClC=1C(=NC(=NC1)NC=1C=CC(=C2C(=CNC12)C#N)C)NC1=C(C=CC=C1)P(=O)(C)C